BrC=1C(=C(N(CC(F)F)C2=NC(NC3=CC=CC(=C23)F)=O)C=CC1)F 4-[3-bromo-N-(2,2-difluoroethyl)-2-fluoro-anilino]-5-fluoro-1H-quinazolin-2-one